BrC1=CC(=NC2=C(C(=CC=C12)Cl)Cl)N1[C@@H](CCC1)COCCC(=O)OC(C)(C)C tert-butyl (S)-3-((1-(4-bromo-7,8-dichloroquinolin-2-yl)pyrrolidin-2-yl)methoxy)propanoate